3-(6,7-difluoro-1-oxo-4-(piperazin-1-yl)isoindolin-2-yl)piperidine-2,6-dione FC1=CC(=C2CN(C(C2=C1F)=O)C1C(NC(CC1)=O)=O)N1CCNCC1